lithium 2-(4-((3-chloro-5-fluorobenzamido)methyl)piperidin-1-yl)acetate ClC=1C=C(C(=O)NCC2CCN(CC2)CC(=O)[O-])C=C(C1)F.[Li+]